C(C)(C)(C)OC(=O)N1C(C2=C(N=C(N=C2)C2=NC=CC=N2)CC1)C 5-methyl-2-pyrimidin-2-yl-7,8-dihydro-5H-pyrido[4,3-d]pyrimidine-6-carboxylic acid tert-butyl ester